N2-benzyl-N6-(tert-butoxycarbonyl)-N2-methyl-L-lysine C(C1=CC=CC=C1)N([C@@H](CCCCNC(=O)OC(C)(C)C)C(=O)O)C